NCC=1C=CC(NC1)=O 5-(aminomethyl)pyridin-2(1H)-one